FC=1C=CC(=C2C=C(N(C12)CCNC1=CC(=NC=N1)C1=CC(=C(S1)C(=O)O)C)C)OC 5-{6-[2-(7-Fluoro-4-methoxy-2-methyl-indol-1-yl)-ethylamino]-pyrimidin-4-yl}-3-methyl-thiophene-2-carboxylic acid